OCC1(CCN(CC1)C(COCCON1CC2C3C=CC(C2C1)O3)=O)CO 2-(2-(2-(4,4-bis(hydroxymethyl)piperidin-1-yl)-2-oxoethoxy)ethoxy)-3a,4,7,7a-tetrahydro-1H-4,7-epoxyisoindole